COC(=O)C=1N=NN(C1)OC1=CC=C(C=C1)C1=CC=C(C=C1)C1CC(C1)(F)F ((4'-(3,3-difluorocyclobutyl)-[1,1'-biphenyl]-4-yl)oxy)-1H-1,2,3-triazole-4-carboxylic acid methyl ester